2-methoxy-N-(2-(6-(((1R,2S)-2-((E)-1-phenylbut-1-en-2-yl)cyclopropyl)amino)-2-azaspiro[3.3]heptan-2-yl)ethyl)ethanesulfonamide bis(2,2,2-trifluoroacetate) FC(C(=O)O)(F)F.FC(C(=O)O)(F)F.COCCS(=O)(=O)NCCN1CC2(C1)CC(C2)N[C@H]2[C@@H](C2)/C(=C/C2=CC=CC=C2)/CC